C1(=CC=CC=C1)C1(CC1)C1=CC=C(C=C1)NC(OCC=1C(=C2C(N(CC2=CC1)C1C(NC(CC1)=O)=O)=O)OC)=O [2-(2,6-dioxopiperidin-3-yl)-4-methoxy-3-oxo-2,3-dihydro-1H-isoindol-5-yl]methyl N-[4-(1-phenylcyclopropyl)phenyl]carbamate